trans-4-{[3-(trifluoromethyl)benzyl]oxy}cyclohexane-1-carboxylic acid FC(C=1C=C(CO[C@@H]2CC[C@H](CC2)C(=O)O)C=CC1)(F)F